FC1=C(C=CC(=C1F)OC)C1=CN=C2N1C=CN=C2NC2=CC(=C(C(=O)NC1CNCCC1)C=C2)CC 4-((3-(2,3-difluoro-4-methoxyphenyl)imidazo[1,2-a]pyrazin-8-yl)amino)-2-ethyl-N-(piperidin-3-yl)benzamide